5-cyclopropoxycarbonylamino-3-(1-(tert-butyl)piperidin-4-yl)-1H-indole C1(CC1)OC(=O)NC=1C=C2C(=CNC2=CC1)C1CCN(CC1)C(C)(C)C